(4-nitro-1H-pyrazol-1-yl)acetonitrile [N+](=O)([O-])C=1C=NN(C1)CC#N